5-fluoro-4-(8-fluoro-4-(tetrahydrofuran-2-yl)quinolin-6-yl)-N-(1-(methylsulfonyl)piperidin-4-yl)pyrimidin-2-amine FC=1C(=NC(=NC1)NC1CCN(CC1)S(=O)(=O)C)C=1C=C2C(=CC=NC2=C(C1)F)C1OCCC1